N-(3-fluoro-4-(piperidin-1-yl)phenyl)-5-methyl-2-(2-oxa-6-azaspiro[3.4]octan-6-yl)oxazole-4-carboxamide FC=1C=C(C=CC1N1CCCCC1)NC(=O)C=1N=C(OC1C)N1CC2(COC2)CC1